2-[cyclopropyl(methyl)amino]ethanol C1(CC1)N(CCO)C